(R)-1-(4-chlorophenyl)-N-((1R,2R)-1-hydroxy-3-(pyrrolidin-1-yl)-1-(6-(2,2,2-trifluoroethoxy)pyridin-3-yl)propan-2-yl)pyrrolidine-3-carboxamide ClC1=CC=C(C=C1)N1C[C@@H](CC1)C(=O)N[C@@H]([C@@H](C=1C=NC(=CC1)OCC(F)(F)F)O)CN1CCCC1